6-((2-((3R,4R)-3-amino-4-fluoropiperidin-1-yl)-5-methoxy-1H-benzo[d]imidazol-1-yl)methyl)nicotinonitrile hydrochloride Cl.N[C@@H]1CN(CC[C@H]1F)C1=NC2=C(N1CC1=NC=C(C#N)C=C1)C=CC(=C2)OC